[4-[2-(trifluoromethyl)oxetan-2-yl]phenyl]boronic acid FC(C1(OCC1)C1=CC=C(C=C1)B(O)O)(F)F